C(CCCCCCC\C=C/CCCCCCCC)(=O)OCC(OC(CCCCCCC\C=C/CCCCCCCC)=O)COC(CCCCCCC\C=C/CCCCCCCC)=O GLYCERINE TRIOLEATE